tridecanoate sodium [Na+].C(CCCCCCCCCCCC)(=O)[O-]